tert-butyl (R)-2-((4-(pyridin-3-yloxy)phenyl)carbamoyl)piperidine-1-carboxylate N1=CC(=CC=C1)OC1=CC=C(C=C1)NC(=O)[C@@H]1N(CCCC1)C(=O)OC(C)(C)C